ClC1=C(C=CC=C1)CC(=O)NC1=CN(C(C=C1)=O)C1=CC=CC=C1 2-(2-chlorophenyl)-N-(6-oxo-1-phenyl-1,6-dihydropyridin-3-yl)acetamide